(S)-7-((S)-4-acryloyl-2-methylpiperazin-1-yl)-10-(4-fluorophenyl)-3-((1-(oxetan-3-yl)piperidin-4-yl)methyl)-9-(trifluoromethyl)-2H-[1,4]thiazino[2,3,4-ij]quinazolin-5(3H)-one C(C=C)(=O)N1C[C@@H](N(CC1)C1=NC(N2C3=C(C(=C(C=C13)C(F)(F)F)C1=CC=C(C=C1)F)SC[C@@H]2CC2CCN(CC2)C2COC2)=O)C